C(C)OC(CN1CCC=2C=C(N=CC2C1)C(=O)OC(C)(C)C)=O tert-butyl 7-(2-ethoxy-2-oxoethyl)-5,6,7,8-tetrahydro-2,7-naphthyridine-3-carboxylate